C(C)(C)(C)OC(NCC1=CC=C(C=C1)NC(=O)C12CC(C1)(C2)C(NC2=NC=C(N=C2)Br)=O)=O (4-{[3-(5-bromo-pyrazin-2-ylcarbamoyl)-bicyclo[1.1.1]pentane-1-carbonyl]-amino}-benzyl)-carbamic acid tert-butyl ester